ClC1=C(C=C(OCC(=O)NC23CC(C2)(C3)NC3=NC(=CN=C3)C#N)C=C1)F 2-(4-chloro-3-fluorophenoxy)-N-{3-[(6-cyanopyrazin-2-yl)amino]bicyclo[1.1.1]pent-1-yl}acetamide